CN(C(NC=1C=C2C(=NNC2=CC1)C(=O)N)=O)C1CCN(CC1)C 5-(3-methyl-3-(1-methylpiperidin-4-yl)ureido)-1H-indazole-3-carboxamide